isoheneicosyl alcohol C(CCCCCCCCCCCCCCCCCC(C)C)O